[N+](=O)([O-])C1=CC=C(OCC(COC)O)C=C1 1-(4-Nitrophenoxy)-3-methoxypropan-2-ol